4-[[(2R,3S,4R,5S)-3-(3,4-difluoro-2-methoxy-phenyl)-4,5-dimethyl-5-(trifluoromethyl)tetrahydrofuran-2-carbonyl]amino]pyridine-2-carboxamide FC=1C(=C(C=CC1F)[C@H]1[C@@H](O[C@@]([C@@H]1C)(C(F)(F)F)C)C(=O)NC1=CC(=NC=C1)C(=O)N)OC